4-{[6-(5-Chloro-2-Fluorophenyl)Pyridazin-4-yl]Amino}Quinolin-7-yl 4-[(1-Methylpiperidin-4-yl)Methyl]Piperazin-1-Carboxylat CN1CCC(CC1)CN1CCN(CC1)C(=O)OC1=CC=C2C(=CC=NC2=C1)NC1=CN=NC(=C1)C1=C(C=CC(=C1)Cl)F